OC=1C=C(C(=C(C(=O)OC)C1)C)C(F)(F)F Methyl 5-hydroxy-2-methyl-3-(trifluoromethyl)benzoate